[C@@H]1(CCC2=CC=CC=C12)NC(=O)C=1C=CC2=C(C=3N(CCO2)C=NC3)C1 (S)-N-(2,3-dihydro-1H-inden-1-yl)-5,6-dihydrobenzo[f]imidazo[1,5-d][1,4]oxazepine-10-carboxamide